decenyl-malonic acid C(=CCCCCCCCC)C(C(=O)O)C(=O)O